N-(4-(1H-imidazol-1-yl)phenyl)-2-oxo-3-(propan-2-ylidene)indoline-5-sulfonamide N1(C=NC=C1)C1=CC=C(C=C1)NS(=O)(=O)C=1C=C2C(C(NC2=CC1)=O)=C(C)C